5-Acetyl-2-methoxybenzenesulfonamide C(C)(=O)C=1C=CC(=C(C1)S(=O)(=O)N)OC